OC1C(COC1)N1N=C(C=C1)S(=O)(=O)N(CC1=CC=C(C=C1)OC)CC1=CC=C(C=C1)OC 1-(4-hydroxytetrahydrofuran-3-yl)-N,N-bis(4-methoxybenzyl)-1H-pyrazole-3-sulphonamide